NC(CCCCCCCC(=O)O)=O 9-amino-9-oxo-nonanoic acid